ClC1=CN=C2N1N=C(C=C2[C@@H]2[C@H](C2)CC)N2C(NC(C=C2)=O)=O (3-chloro-8-((1s,2s)-2-ethylcyclopropyl)imidazo[1,2-b]pyridazin-6-yl)pyrimidine-2,4(1h,3h)-dione